C(C)(C)N1N=CC(=C1NC(C(CCCCC)C)=O)C(=O)N 1-isopropyl-5-(2-methylheptanamido)-1H-pyrazole-4-carboxamide